BrC1=CC=C(C=C1)C(=C=C)P(C1=CC(=CC(=C1)C)C)(C1=CC(=CC(=C1)C)C)=O (1-(4-bromophenyl)propa-1,2-dien-1-yl)bis(3,5-dimethylphenyl)phosphine oxide